ClC1=C2C(=CC=C1)N(C(C21CCN(CC1)C(=O)C=1C=C2C=NNC2=CC1)=O)CC(=O)NCC(F)(F)F 2-[4-chloro-1'-(1H-indazole-5-carbonyl)-2-oxospiro[indole-3,4'-piperidin]-1-yl]-N-(2,2,2-trifluoroethyl)acetamide